l-3-(bromomethyl)benzoic acid tert-butyl ester C(C)(C)(C)OC(C1=CC(=CC=C1)CBr)=O